1-(3-fluoro-3-(2-hydroxyacetyl)azetidin-1-yl)prop-2-en-1-one FC1(CN(C1)C(C=C)=O)C(CO)=O